C12CN(CC(N1)C2)C=2OC1=C(N2)C=C(C=C1C=1SC=CN1)C(C(F)(F)F)OCC 2-(3,6-diazabicyclo[3.1.1]heptan-3-yl)-5-(1-ethoxy-2,2,2-trifluoroethyl)-7-(thiazol-2-yl)benzo[d]oxazole